CN1C(=NC2=C1C=CC=C2)COC2=CC=C(C=C2)C2=NNC=C2C2=CC=NC=C2 1-Methyl-2-[4-(4-pyridin-4-yl-1H-pyrazol-3-yl)-phenoxymethyl]-1H-benzoimidazole